(E)-2-hydroxy-5-methylbenzaldehyde oxime OC1=C(/C=N/O)C=C(C=C1)C